Cl[Si](C(CCN1C(NCC1)=O)CCC)(O)Cl 1-[3-(dichlorohydroxysilyl)hexyl]-2-imidazolidinone